α-ethylcrotonic acid C(C)/C(/C(=O)O)=C\C